CN1C=CC2=CC=CC(=C12)S(=O)(=O)N1CCN(CC1)C1=CC=C(C=C1)O 4-(4-((1-methyl-1H-indol-7-yl)sulfonyl)piperazin-1-yl)phenol